N,N-dimethyl-m-phenylenediamine CN(C1=CC(=CC=C1)N)C